BrC1=CC(=C(C(=O)NC2=CC(=C(C=C2)Br)F)C=C1)CC 4-bromo-N-(4-bromo-3-fluoro-phenyl)-2-ethyl-benzamide